2-acetyl-5-methyl-1'-phenyl-2H-spiro[benzo[d]isothiazole-3,3'-pyrrolidine]-2',5'-dione 1,1-dioxide C(C)(=O)N1S(C2=C(C=C(C=C2)C)C12C(N(C(C2)=O)C2=CC=CC=C2)=O)(=O)=O